[2-(2-acetyl-4-fluoro-phenoxy)-ethyl]-tert-butyl carbamate C(N)(OC(CCCOC1=C(C=C(C=C1)F)C(C)=O)(C)C)=O